N-(4-{[3-(1-acetyl-1,2,5,6-tetrahydropyridin-3-yl)-6-(5-chloro-2-fluorophenyl)pyridazin-4-yl]amino}pyridin-2-yl)-3-(4-methylpiperazin-1-yl)propanamide C(C)(=O)N1CC(=CCC1)C=1N=NC(=CC1NC1=CC(=NC=C1)NC(CCN1CCN(CC1)C)=O)C1=C(C=CC(=C1)Cl)F